N-[3-(6-chloro-1,3-benzothiazol-2-yl)-1-bicyclo[1.1.1]pentanyl]-3-(1-methylsulfonylethyl)pyrazole-1-carboxamide ClC1=CC2=C(N=C(S2)C23CC(C2)(C3)NC(=O)N3N=C(C=C3)C(C)S(=O)(=O)C)C=C1